3-fluoro-6-(tributylstannyl)pyridine FC=1C=NC(=CC1)[Sn](CCCC)(CCCC)CCCC